2-[(6S)-6-methyl-4,5,6,7-tetrahydropyrazolo[1,5-a]pyrazin-3-yl]-1,2-thiazolidine 1,1-dioxide C[C@@H]1NCC=2N(C1)N=CC2N2S(CCC2)(=O)=O